benzyl (3aS,7aR)-1-[5-(trifluoromethoxy)-2-pyridyl]-3,3a,4,6,7,7a-hexahydro-2H-pyrrolo[3,2-c]pyridine-5-carboxylate FC(OC=1C=CC(=NC1)N1CC[C@H]2CN(CC[C@H]21)C(=O)OCC2=CC=CC=C2)(F)F